3-(1,1-dimethylethyl)-1,1,1,3,5,5,5-heptamethyltrisiloxane CC(C)(C)[Si](O[Si](C)(C)C)(O[Si](C)(C)C)C